4-(N,N-dibutylamino)phenylboronic acid pinacol ester C(CCC)N(CCCC)C1=CC=C(C=C1)B1OC(C)(C)C(C)(C)O1